C(CC(O)(C(=O)O)CC(=O)O)(=O)O.O=C1N(CCCC1)CCC#N oxo-1-piperidinepropanenitrile, citrate salt